1-(4-(4-fluorobenzyl-carbamoyl)-1,2,3-thiadiazol-5-yl)-3-(2-(pyridin-2-yl)ethyl)urea FC1=CC=C(CNC(=O)C=2N=NSC2NC(=O)NCCC2=NC=CC=C2)C=C1